C1(C2(CN3C=CC=C13)CC=NO2)=O 1'H,3'H,4H-spiro[isoxazole-5,2'-pyrrolizine]-1'-one